(2S,4R)-4-fluoro-N-[(S)-[3-fluoro-4-(propan-2-yl)phenyl](phenyl)methyl]-1-[2-(1H-1,2,3,4-tetrazol-5-yl)acetyl]pyrrolidine-2-carboxamide F[C@@H]1C[C@H](N(C1)C(CC1=NN=NN1)=O)C(=O)N[C@@H](C1=CC=CC=C1)C1=CC(=C(C=C1)C(C)C)F